C(C)(C)(C)OC(=O)N1CC(C1)C1=NC(=NC=C1)Cl 3-(2-chloropyrimidin-4-yl)azetidine-1-carboxylic acid tert-butyl ester